[(3S,4R)-3-hydroxy-4-piperidyl]carbamate O[C@H]1CNCC[C@H]1NC([O-])=O